6-((7H-pyrrolo[2,3-d]pyrimidin-4-yl)methyl)-N-(5-(trifluoromethyl)pyridin-3-yl)-4,5,6,7-tetrahydrothieno[2,3-c]pyridine-3-carboxamide N1=CN=C(C2=C1NC=C2)CN2CC1=C(CC2)C(=CS1)C(=O)NC=1C=NC=C(C1)C(F)(F)F